N-(2-Amino-1-(3-chloro-5-fluorophenyl)ethyl)-1-(5-methyl-2-((tetrahydro-2H-pyran-4-yl)amino)pyrimidin-4-yl)-1H-imidazol-4-carboxamid NCC(C1=CC(=CC(=C1)F)Cl)NC(=O)C=1N=CN(C1)C1=NC(=NC=C1C)NC1CCOCC1